[N+](=O)([O-])C1=C(C=CC(=C1)[N+](=O)[O-])SSC1=C(C=C(C=C1)[N+](=O)[O-])[N+](=O)[O-] bis(2,4-dinitrophenyl) disulfide